[2-(4,4-difluoropiperidin-1-yl)-4-nitrophenyl]-(1,1-dioxo-1,4-thiazinan-4-yl)methanone FC1(CCN(CC1)C1=C(C=CC(=C1)[N+](=O)[O-])C(=O)N1CCS(CC1)(=O)=O)F